7-chloro-2-methyl-4-[[2-[(2S)-2-methyl-3-(6-oxo-1-tetrahydropyran-2-yl-pyridazin-4-yl)propyl]-2-azaspiro[3.3]heptan-6-yl]methyl]isoindolin-1-one ClC=1C=CC(=C2CN(C(C12)=O)C)CC1CC2(CN(C2)C[C@H](CC=2C=NN(C(C2)=O)C2OCCCC2)C)C1